3-[3-methyl-2-oxo-5-[4-[[3-(4-piperidyloxy)cyclobutyl]methyl]piperazin-1-yl]benzimidazol-1-yl]piperidine-2,6-dione CN1C(N(C2=C1C=C(C=C2)N2CCN(CC2)CC2CC(C2)OC2CCNCC2)C2C(NC(CC2)=O)=O)=O